C(C1=CC=CC=C1)C1=C(C=CC=C1)C Benzyltoluol